(3S,4R)-4-(2,6-difluoro-4-methoxyphenyl)-3-({5-[4-(trifluoromethoxy)phenyl]-1,3,4-thiadiazol-2-yl}amino)pyrrolidin-2-one FC1=C(C(=CC(=C1)OC)F)[C@H]1[C@@H](C(NC1)=O)NC=1SC(=NN1)C1=CC=C(C=C1)OC(F)(F)F